C(CCCCCCCCC)NC(=O)[C@H](O)[C@@H](O)[C@@H](O)CO N-Decyl-L-arabinonamide